tri-fluoromethanesulfonic acid FC(S(=O)(=O)O)(F)F